C(C)(=O)NC1=CC=C(C=2C(CCCC12)=O)NC(C(F)(F)F)=O N-(4-acetamido-8-oxo-5,6,7,8-tetrahydronaphthalen-1-yl)-2,2,2-trifluoroacetamide